C(C1=CC=NC=C1)N[C@H](CCO[C@@H]1C[C@@H](C1)CCC1=NC=2NCCCC2C=C1)C(=O)O N-isonicotinyl-O-(cis-3-(2-(5,6,7,8-tetrahydro-1,8-naphthyridin-2-yl)ethyl)cyclobutyl)-D-homoserine